CC(C[C@@H](C(N[C@H](C=O)CC1C(NCC1)=O)=O)NC(O)=O)C ((2S)-4-methyl-1-oxo-1-(((2S)-1-oxo-3-(2-oxopyrrolidin-3-yl)propan-2-yl)amino)pent-2-yl)carbamic acid